2-(2-(4-ethyltetrahydro-2H-pyran-4-yl)phenyl)-2-(3-((5-(5,6,7,8-tetrahydro-1,8-naphthyridin-2-yl)pentyl)oxy)azetidin-1-yl)acetic acid C(C)C1(CCOCC1)C1=C(C=CC=C1)C(C(=O)O)N1CC(C1)OCCCCCC1=NC=2NCCCC2C=C1